4-(6-(1-(4-Bromo-2-fluorophenyl)cyclopropoxy)pyridin-2-yl)piperidine-1-carboxylate BrC1=CC(=C(C=C1)C1(CC1)OC1=CC=CC(=N1)C1CCN(CC1)C(=O)[O-])F